CCCCCC/C=C\\CCCCCCCC(=O)OC[C@H](COP(=O)([O-])OCC[N+](C)(C)C)OC(=O)CCCCCCC/C=C\\CCCC The molecule is a phosphatidylcholine 30:2 in which the acyl groups specified at positions 1 and 2 are (9Z)-hexadecenoyl and (9Z)-tetradecenoyl respectively. It derives from a palmitoleic acid and a myristoleic acid.